N1=CC(=CC=C1)C1CCNCC1 4-(3-pyridyl)piperidin